ClC1=C(C=CC(=C1)Cl)C1=CC=C(C=C1)C(\C=C\C=1C=C2N=CC=NC2=CC1)=O (E)-1-(2',4'-dichloro-[1,1'-biphenyl]-4-yl)-3-(quinoxalin-6-yl)prop-2-en-1-one